C(C)(C)(C)OC(=O)N1C[C@H](CC1)[C@@H](C(=O)OC(C)(C)C)CC1=CC=C(C=C1)N.FC(C=1C=C(C=CC1)N1CCCCC1)(F)F 1-[3-(trifluoromethyl)phenyl]piperidine tert-butyl-(3R)-3-[(1S)-1-[(4-aminophenyl)methyl]-2-tert-butoxy-2-oxo-ethyl]pyrrolidine-1-carboxylate